ClC1=C(C(=CC=C1Cl)F)C1(CN(CC1)C(=O)OC(C)(C)C)NC1=CC=C2C(=NN(C2=C1)C)C tert-butyl 3-(2,3-dichloro-6-fluorophenyl)-3-[(1,3-dimethylindazol-6-yl)amino]pyrrolidine-1-carboxylate